S([O-])(O)(=O)=O.[NH+]1=NC=CC=C1 pyridazinium bisulfate